dimethyl-octatriene CC(=CC=CC=CCC)C